tris(tribromoneopentane) phosphate P(=O)(O)(O)O.BrC(C(C)(C)C)(Br)Br.BrC(C(C)(C)C)(Br)Br.BrC(C(C)(C)C)(Br)Br